benzo[d]isothiazole-6-carboxylic acid 1-oxide S1(N=CC2=C1C=C(C=C2)C(=O)O)=O